4-fluoro-phenyl-boron FC1=CC=C(C=C1)[B]